antimony pyrocatecholate C=1([O-])C([O-])=CC=CC1.[Sb+3].C=1([O-])C([O-])=CC=CC1.C=1([O-])C([O-])=CC=CC1.[Sb+3]